tert-butyl N-[(15R)-6-hydroxy-6,21-bis(trifluoromethyl)-26-oxa-3,4,19,24-tetraazapentacyclo[18.3.1.12,5.17,11.015,19]hexacosa-1(24),2,4,7(25),8,10,20,22-octaen-23-yl]carbamate OC1(C2=NN=C(C=3C(=CC(=C(N4CCC[C@H]4CCCC4=CC=CC1=C4)N3)C(F)(F)F)NC(OC(C)(C)C)=O)O2)C(F)(F)F